[1,2,4]triazolo[1,5-a]pyrimidine-7-carboxylate N1=CN=C2N1C(=CC=N2)C(=O)[O-]